FC1=C(C(=O)NC2=NOC=C2)C=C(C(=C1)C)C=1C=NC(=C(C1)C=1C=NN(C1)C)NC(CO)(C)C 2-fluoro-5-(6-((1-hydroxy-2-methylpropan-2-yl)amino)-5-(1-methyl-1H-pyrazol-4-yl)pyridin-3-yl)-N-(isoxazol-3-yl)-4-methylbenzamide